[Cl-].ClC1=NC(=NC(=N1)NCCC[Si](OCC)(OCC)OCC)[N+]1(CCCC1)CCOC(CCCCCCCCCCC)=O 1-(4-chloro-6-((3-(triethoxysilyl)propyl)amino)-1,3,5-triazin-2-yl)-1-(2-(dodecanoyloxy)ethyl)pyrrolidin-1-ium chloride